ClC1=C(C=C(C=N1)NC1=NC=CC2=CC(=CC=C12)OCC=1C=NN(C1)C)OC N-(6-chloro-5-methoxypyridin-3-yl)-6-((1-methyl-1H-pyrazol-4-yl)methoxy)isoquinolin-1-amine